COC1=C(C(=CC=C1)OC)S(=O)(=O)NC1=NOC2=C1C=C(C(=C2)C=2C=C(C=CC2)N2CCN(CC2)C(=O)OC(C)(C)C)C tert-butyl 4-(3-(3-((2,6-dimethoxyphenyl) sulfonamido)-5-methylbenzo[d]isoxazol-6-yl) phenyl)piperazine-1-carboxylate